((3-(hydroxymethyl)phenyl)amino)-3-((7-methoxy-2-methyl-1,2,3,4-tetrahydroisoquinolin-6-yl)amino)-1,2,4-triazine-6-carboxamide OCC=1C=C(C=CC1)NC=1N=C(N=NC1C(=O)N)NC=1C=C2CCN(CC2=CC1OC)C